epsilon-(gamma-Glutamyl)-Lysine N[C@@H](CCC(=O)C(CCC[C@H](N)C(=O)O)N)C(=O)O